[C@H]12CN(C[C@H](CC1)N2)C=2C1=C(N=C(N2)OCC23CCCN3CCC2)C(=C(N=C1)C1=C(C(=CC=C1)C)OC)F 4-((1R,5S)-3,8-diazabicyclo[3.2.1]octan-3-yl)-8-fluoro-2-((hexahydro-1H-pyrrolizin-7a-yl)methoxy)-7-(2-methoxy-3-methylphenyl)pyrido[4,3-d]pyrimidine